CC(C(=O)OCC(C)(C1=CC(=CC=C1)Cl)NC(NC1=C(C(=CC=C1)CN(C(=O)OC(C)(C)C)C(=O)OC(C)(C)C)N)=S)(C)C 2-({[2-amino-3-({bis[(tert-butoxy)carbonyl]amino}methyl)phenyl]carbamothioyl}amino)-2-(3-chlorophenyl)propyl 2,2-dimethylpropanoate